1-isopropyl-3-(4-methoxyphenyl)-N-(3-fluoro-4-((5-methylpyrazolo[1,5-a]pyrimidine-7-yl)oxy)phenyl)-2,4-dioxo-1,2,3,4-tetrahydropyrimidine-5-carboxamide C(C)(C)N1C(N(C(C(=C1)C(=O)NC1=CC(=C(C=C1)OC1=CC(=NC=2N1N=CC2)C)F)=O)C2=CC=C(C=C2)OC)=O